4-(2-fluoro-4-(5-(((1S,2R,3R,5R)-2-fluoro-1,5-dimethyl-8-azabicyclo[3.2.1]octan-3-yl)(methyl)amino)pyrazin-2-yl)-5-hydroxyphenyl)-1-methylpyridin-2(1H)-one FC1=C(C=C(C(=C1)C1=NC=C(N=C1)N(C)[C@H]1[C@H]([C@@]2(CC[C@](C1)(N2)C)C)F)O)C2=CC(N(C=C2)C)=O